C(C=C)(=O)OCC(C(C(=O)N1[C@@H](CCCC1)C(=O)O[C@H](CCC1=C(C=C(C(=C1)OC)OC)F)C1=CC(=CC=C1)OCC(=O)OC(C)(C)C)=O)(C)C (R)-1-(3-(2-(tert-butoxy)-2-oxoethoxy)phenyl)-3-(2-fluoro-4,5-dimethoxyphenyl)propyl (S)-1-(4-(acryloyloxy)-3,3-dimethyl-2-oxobutanoyl)piperidine-2-carboxylate